C[Si](C)(C)C(C(=O)OCC(C)(C)C)CC(=O)OCC(C)(C)C di-neopentyl trimethylsilylsuccinate